NC1=NN2C(C=C(C=C2)C=2C(=C(C(=O)NCC([C@@H](O)C3=CC=C(C=C3)F)(F)F)C(=CC2)Cl)F)=N1 (S)-3-(2-amino-[1,2,4]triazolo[1,5-a]pyridin-7-yl)-6-chloro-N-(2,2-difluoro-3-(4-fluorophenyl)-3-hydroxypropyl)-2-fluorobenzamide